COC=1C=C(CNC(CC(=O)OCC)=O)C=CC1 ethyl 3-((3-methoxybenzyl)amino)-3-oxopropanoate